2-(methylamino)-4-(4-phenoxypiperidin-1-yl)-5,7-dihydro-6H-pyrrolo[3,4-d]pyrimidine-6-carbonitrile CNC=1N=C(C2=C(N1)CN(C2)C#N)N2CCC(CC2)OC2=CC=CC=C2